2-(2-bromophenyl)-3-(4-phenylnaphthalen-1-yl)quinoxaline BrC1=C(C=CC=C1)C1=NC2=CC=CC=C2N=C1C1=CC=C(C2=CC=CC=C12)C1=CC=CC=C1